(S)-19-((((9H-fluoren-9-yl)methoxy)carbonyl)amino)-14-(2,5,8,11-tetraoxatridecan-13-yl)-2,5,8,11-tetraoxa-14-azaeicosane-20-carboxylic acid C1=CC=CC=2C3=CC=CC=C3C(C12)COC(=O)N[C@@H](CCCCN(CCOCCOCCOCCOC)CCOCCOCCOCCOC)CC(=O)O